1-(3-Fluoropyridin-2-yl)-7-methoxy-3-methyl-8-(1-methyl-1H-1,2,3-triazol-4-yl)-1,3-dihydroimidazo-[4,5-c]quinolin-2-one FC=1C(=NC=CC1)N1C(N(C=2C=NC=3C=C(C(=CC3C21)C=2N=NN(C2)C)OC)C)=O